F[C@@H]1CCCC=2C=CC=N(C12)=O (8R)-8-fluoro-1-oxo-5,6,7,8-tetrahydro-1λ5-quinoline